2-(4-Chloro-2-fluorophenyl)-5-[(2H3)methyl]-2,4-dihydro-1,2,4-triazol-3-one ClC1=CC(=C(C=C1)N1N=C(NC1=O)C([2H])([2H])[2H])F